NC1=C(C2=CC=CC=C2C=C1)C=O 2-AMINONAPHTHALENE-1-CARBOXALDEHYDE